4-(2-Aminoethyl)-7-((4-(tert-butyl)phenyl)amino)-2H-chromen-2-one NCCC1=CC(OC2=CC(=CC=C12)NC1=CC=C(C=C1)C(C)(C)C)=O